Guaiacol-one C=1(C(O)=CC=CC1)OC=O